5'-trifluoromethyl-5-(2,4,4-trimethylpentan-2-yl)biphenyl-2-ol FC(C=1C=CC=C(C1)C=1C(=CC=C(C1)C(C)(CC(C)(C)C)C)O)(F)F